[Cl-].OCCN(CCO)CC=1C(=C2C(=CC=C3C=CC(C(C1)=C32)=O)OC)C3=CC=CC=C3 8-((bis(2-hydroxyethyl)amino)methyl)-6-methoxy-7-phenyl-1H-phenalen-1-one chloride